5-bromo-2-methylpyrazolo[4,3-b]pyridine BrC=1C=CC=2C(N1)=CN(N2)C